C(C1=CC=CC=C1)N1C(=NN=C1S)CCCO 3-(4-benzyl-5-mercapto-4H-1,2,4-triazol-3-yl)propan-1-ol